3-Ethoxy-5-(5-(2-hydroxy-1,2-oxaborolan-4-yl)pyridin-3-yl)-2-methoxybenzonitril C(C)OC=1C(=C(C#N)C=C(C1)C=1C=NC=C(C1)C1CB(OC1)O)OC